2-(6-(6-(4-methoxybenzyl)-3,6-diazabicyclo[3.1.1]heptan-3-yl)pyridin-3-yl)-N-(5-methyl-1H-pyrazol-3-yl)quinazolin-4-amine COC1=CC=C(CN2C3CN(CC2C3)C3=CC=C(C=N3)C3=NC2=CC=CC=C2C(=N3)NC3=NNC(=C3)C)C=C1